2-[3-(4-ethylpyrazol-1-yl)-1-[2-[3-fluoro-4-(4-methylpiperazine-1-carbonyl)anilino]-[1,2,4]triazolo[1,5-a]pyridin-8-yl]azetidin-3-yl]acetonitrile C(C)C=1C=NN(C1)C1(CN(C1)C=1C=2N(C=CC1)N=C(N2)NC2=CC(=C(C=C2)C(=O)N2CCN(CC2)C)F)CC#N